ClC1=NC(=NC(=N1)OC(C(F)(F)F)C(F)(F)F)NC Chloro-6-((1,1,1,3,3,3-hexafluoropropan-2-yl)oxy)-N-methyl-1,3,5-triazin-2-amine